ClC=1C(=C(CN2[C@@H](C[C@@](CC2)(C(=O)O)CC2=NC(=CC(=C2F)C2CC2)NC2=NNC(=C2)C)CC)C=CC1)F (2R,4R)-1-(3-chloro-2-fluorobenzyl)-4-((4-cyclopropyl-3-fluoro-6-((5-methyl-1H-pyrazol-3-yl)amino)pyridin-2-yl)methyl)-2-ethylpiperidine-4-carboxylic acid